(R)-3-(5-(methylsulfonyl)pyridin-3-yl)-3-(5-(2-(5,6,7,8-tetrahydro-1,8-naphthyridin-2-yl)ethoxy)-1H-indazol-1-yl)propanoic acid CS(=O)(=O)C=1C=C(C=NC1)[C@@H](CC(=O)O)N1N=CC2=CC(=CC=C12)OCCC1=NC=2NCCCC2C=C1